(R)-1-(2,5-difluoropyridin-3-yl)ethyl (4-(5-(6-chloro-2-fluoronicotinamido)pyridin-2-yl)-1-methyl-1H-1,2,3-triazol-5-yl)carbamate ClC1=NC(=C(C(=O)NC=2C=CC(=NC2)C=2N=NN(C2NC(O[C@H](C)C=2C(=NC=C(C2)F)F)=O)C)C=C1)F